COC1=C(C=CC(=C1)C1=CN=C2N1C=C(N=C2)C=2C=NC(=CC2)NCCN2CCOCC2)O 2-methoxy-4-[6-[6-(2-morpholinoethyl-amino)-3-pyridyl]imidazo[1,2-a]pyrazin-3-yl]phenol